ClC=1C(=C(C(=O)O)C=CC1S(=O)(=O)C)C chloro-2-methyl-4-(methylsulfonyl)benzoic acid